ClC1=C(C=CC=C1Cl)SC1=C(C=C(C=N1)N1CCC2(CCC[C@H]2N)CC1)C (1R)-8-[6-[(2,3-dichlorophenyl)thio]-5-methyl-3-pyridinyl]-8-azaspiro[4.5]decan-1-amine